OCC1(CCC=2C(=NN(C2C1)C1OCC1)C(=O)OCC)C ethyl 6-(hydroxymethyl)-6-methyl-1-(oxetan-2-yl)-5,7-dihydro-4H-indazole-3-carboxylate